CC(CC(=O)OC[C@H]1O[C@H]([C@]([C@@H]1OC(C)=O)(C)F)N1C2=NC(=NC(=C2N=C1)NC)NC(C)=O)C ((2R,3R,4R,5R)-5-(2-acetamido-6-(methylamino)-9H-purin-9-yl)-3-acetoxy-4-fluoro-4-methyltetrahydrofuran-2-yl)methyl 3-methylbutanoate